3-((2-(((1-(4-((5-chloro-4-((2-(isopropylsulfonyl)phenyl)amino)pyrimidin-2-yl)amino)-5-isopropoxy-2-methylphenyl)piperidin-4-yl)(methyl)amino)methyl)phenyl)amino)piperidine-2,6-dione ClC=1C(=NC(=NC1)NC1=CC(=C(C=C1OC(C)C)N1CCC(CC1)N(C)CC1=C(C=CC=C1)NC1C(NC(CC1)=O)=O)C)NC1=C(C=CC=C1)S(=O)(=O)C(C)C